C(C)(C)(C)OC(=O)N1[C@H](CN([C@@H](C1)C)C(C1=CC=C(C=C1)F)C1=NN=NN1C(C)(C)C)C (2S,5R)-4-((1-(tert-butyl)-1H-tetrazol-5-yl)(4-fluorophenyl)methyl)-2,5-dimethylpiperazine-1-carboxylic acid tert-butyl ester